OC(=C(C(=O)O)O)CCCC(=O)O dihydroxyhept-2-ene-1,7-dioic acid